NC=1C(=NON1)C(=NO)N 4-amino-N'-hydroxy-1,2,5-oxadiazole-3-carboxamidine